tert-butyl (3R,4S)-3-(6-ethyl-2-fluoro-3-(4,4,5,5-tetramethyl-1,3,2-dioxaborolan-2-yl)benzamido)-4-fluoropyrrolidine-1-carboxylate C(C)C1=CC=C(C(=C1C(=O)N[C@@H]1CN(C[C@@H]1F)C(=O)OC(C)(C)C)F)B1OC(C(O1)(C)C)(C)C